(5-fluoropyridin-2-yl)(3-(2-(hydroxymethyl)-4-(2-isopropylphenoxy)phenyl)pyrrolidin-1-yl)methanone FC=1C=CC(=NC1)C(=O)N1CC(CC1)C1=C(C=C(C=C1)OC1=C(C=CC=C1)C(C)C)CO